FC(C=1C=C(C=CC1C)[C@H]1CC2(CN(C2)C(=O)C2CC(C2)(C)O)CC1)F |r| (rac)-(6-(3-(difluoromethyl)-4-methylphenyl)-2-azaspiro[3.4]oct-2-yl)((1s,3s)-3-hydroxy-3-methylcyclobutyl)methanone